tert-Butyl (1-(6-chloro-3,5-dicyano-4-cyclopropylpyridin-2-yl)-4-methylpiperidin-4-yl)carbamate ClC1=C(C(=C(C(=N1)N1CCC(CC1)(C)NC(OC(C)(C)C)=O)C#N)C1CC1)C#N